ClCC(=O)NC1=CC=C(C=C1)NC1C(NC(CC1)=O)=O 2-chloro-N-[4-[(2,6-dioxo-3-piperidyl)amino]phenyl]acetamide